FC1=CC=C(C=N1)CN1C2CN(CC1C2)C2=CC=C(C=N2)C2=NC1=CC=CC=C1C(=N2)NC2=NNC(=C2)C 2-(6-(6-((6-fluoropyridin-3-yl)methyl)-3,6-diazabicyclo[3.1.1]heptan-3-yl)pyridin-3-yl)-N-(5-methyl-1H-pyrazol-3-yl)quinazolin-4-amine